4-oxo-1H-4λ5-pyrrolo[3,2-b]pyridine O=N1=C2C(=CC=C1)NC=C2